tert-butyl 4-(2-((4-(4-morpholino-7-((2-(trimethylsilyl)ethoxy)methyl)-7H-pyrrolo[2,3-d]pyrimidin-6-yl)phenyl)amino)-2-oxoethyl)piperidine-1-carboxylate O1CCN(CC1)C=1C2=C(N=CN1)N(C(=C2)C2=CC=C(C=C2)NC(CC2CCN(CC2)C(=O)OC(C)(C)C)=O)COCC[Si](C)(C)C